2'-[6-amino-5-(trifluoromethyl)pyridin-3-yl]-N-[(3-fluoropyridin-2-yl)methyl]-5',6'-dihydrospiro[azetidine-3,4'-pyrrolo[1,2-b]pyrazole]-1-carboxamide NC1=C(C=C(C=N1)C=1C=C2N(N1)CCC21CN(C1)C(=O)NCC1=NC=CC=C1F)C(F)(F)F